2-(1,5-dimethyl-1H-pyrazol-3-yl)-5-fluoropyridine CN1N=C(C=C1C)C1=NC=C(C=C1)F